C(C1=CC=CC=C1)[C@H]1N(CCN(C1)S(=O)(=O)C)C=1C=C2C(=CN1)NN=C2 (R)-5-(2-Benzyl-4-(methylsulfonyl)piperazin-1-yl)-1H-pyrazolo[3,4-c]pyridine